C(C)OC(=O)C1(C(CCCC1)=O)CC=C 1-allyl-2-oxocyclohexane-1-carboxylic acid ethyl ester